(S)-2-(((2-(cyclopropylmethyl)pyrimidin-5-yl)methyl)amino)-4,5-dimethyl-4,5,9,10-tetrahydro-6H,8H-Pyrido[3,2,1-de]pteridin-6-one C1(CC1)CC1=NC=C(C=N1)CNC=1N=C2N([C@H](C(N3C2=C(N1)CCC3)=O)C)C